C(C1=CC=CC=C1)OC(=O)N1C2CC2CC(C1CC=1C(=C(C=CC1)C1=CC(=CC(=C1)F)F)F)NS(=O)(=O)C(C)C 4-Isopropylsulfonylamino-3-((2,3',5'-trifluoro-[1,1'-biphenyl]-3-yl)methyl)-2-azabicyclo[4.1.0]heptane-2-carboxylic acid benzyl ester